2-fluoroglucopyranose F[C@@]1(C(O)O[C@@H]([C@H]([C@@H]1O)O)CO)O